methyl (1R,3S)-3-[1-[(4-methoxyphenyl)methyl]-6-oxo-5-(trifluoromethyl)pyridazin-4-yl]oxycyclohexanecarboxylate COC1=CC=C(C=C1)CN1N=CC(=C(C1=O)C(F)(F)F)O[C@@H]1C[C@@H](CCC1)C(=O)OC